(3-(3-(2,3-Dichlorophenyl)-1H-pyrazolo[3,4-b]pyrazin-6-yl)-7-(4-methylthiazol-2-yl)-3-azabicyclo[4.1.0]heptan-7-yl)methanamine ClC1=C(C=CC=C1Cl)C1=NNC2=NC(=CN=C21)N2CC1C(C1CC2)(C=2SC=C(N2)C)CN